C[Si](C=1C=C(C=CC1)OCCO)(C=1C=C(C=CC1)OCCO)C 2,2'-(((dimethylsilanediyl)bis(3,1-phenylene))bis(oxy))bis(ethane-1-ol)